4-methyl-2H-chromen-7-yl sulfate S(=O)(=O)(OC1=CC=C2C(=CCOC2=C1)C)[O-]